S1C=NC2=C1C=C(C=C2)C=O 6-BENZOTHIAZOLECARBOXALDEHYDE